Allyl 2-O-levulinyl-4-O-(2-naphthylmethyl)-3-O-triethylsilyl-α-L-rhamnopyranosyl-(1→3)-2-O-chloroacetyl-4-O-(2-naphthylmethyl)-α-L-rhamnopyranoside C(CCC(=O)C)(=O)O[C@H]1[C@@H](O[C@H]([C@@H]([C@H]1O[Si](CC)(CC)CC)OCC1=CC2=CC=CC=C2C=C1)C)O[C@H]1[C@H]([C@H](OCC=C)O[C@H]([C@@H]1OCC1=CC2=CC=CC=C2C=C1)C)OC(CCl)=O